1-(2-(dimethylamino)ethyl)-3-(4-methyl-2-(pyrrolidin-1-yl)quinolin-6-yl)thiourea CN(CCNC(=S)NC=1C=C2C(=CC(=NC2=CC1)N1CCCC1)C)C